1-(methoxymethyl)cyclopropane-1-carboxylic acid COCC1(CC1)C(=O)O